[Cl-].[Cl-].[Cl-].[NH3+][C@H](C(=O)N1[C@@H](CCC1)C(=O)N[C@@H](CC1=[NH+]C=CC=C1)C1=CC=CC=C1)CC=1N=C[NH2+]C1 2-[(2S)-2-{[(2S)-1-[(2S)-2-azaniumyl-3-(1H-imidazol-1-ium-4-yl)propanoyl]pyrrolidin-2-yl]formamido}-2-phenyl-ethyl]pyridin-1-ium trichloride